(5-amino-10-(3,4-dihydro-2H-pyran-5-yl)-7-methoxy-[1,2,4]triazolo[1,5-c]quinazolin-2-yl)methanol NC1=NC=2C(=CC=C(C2C=2N1N=C(N2)CO)C=2CCCOC2)OC